ClC=1C(=C(C=C(C1)Cl)C=O)OC 3,5-dichloro-2-methoxybenzene-1-carbaldehyde